FC=1C=C(C=CC1)N1N=CC=2C1=NC(=NC2NC(=O)C=2SC(=CC2)[N+](=O)[O-])C=2C=CC1=C(N=C(O1)COC)C2 N-(1-(3-fluorophenyl)-6-(2-(methoxymethyl)benzo[d]oxazol-5-yl)-1H-pyrazolo[3,4-d]pyrimidin-4-yl)-5-nitrothiophene-2-carboxamide